C(C)C(C(=O)N1CC2(CC2)C[C@H]1C(=O)N[C@@H](C[C@H]1C(NCC1)=O)C(COC(F)(F)F)=O)CC (S)-5-(2-ethylbutyryl)-N-((S)-3-oxo-1-((S)-2-oxopyrrolidin-3-yl)-4-(trifluoromethoxy)butan-2-yl)-5-azaspiro[2.4]heptane-6-carboxamide